FC1(CC1)C1=NC2=C(C=C(C=C2C(N1C)=O)C)[C@@H](C)N[S@](=O)C(C)(C)C (R)-N-((R)-1-(2-(1-fluorocyclopropyl)-3,6-dimethyl-4-oxo-3,4-dihydroquinazolin-8-yl)ethyl)-2-methylpropane-2-sulfinamide